COCC(=O)NC=1SC(=C(N1)C)S(=O)(=O)N1CCN(CC1)C[C@H](C)NC=1C2=C(N=CN1)C(=CS2)C=2C=NC=CC2 2-methoxy-N-[4-methyl-5-({4-[(2S)-2-{[7-(pyridin-3-yl)thieno[3,2-d]pyrimidin-4-yl]amino}propyl]piperazin-1-yl}sulfonyl)-1,3-thiazol-2-yl]acetamide